6-{[(3S)-3-(2,3-Dichloro-6-fluorophenyl)-1-(prop-2-enoyl)pyrrolidin-3-yl]amino}-8-fluoro-3-(2-hydroxyethyl)quinazolin-4-one ClC1=C(C(=CC=C1Cl)F)[C@@]1(CN(CC1)C(C=C)=O)NC=1C=C2C(N(C=NC2=C(C1)F)CCO)=O